(1,1-dioxido-2,3-dihydrothiophen-3-yl)-7-(1-methylcyclobutyl)-2-oxo-N-(thiophen-3-yl)-1,2-dihydroquinoline-3,8-dicarboxamide O=S1(CC(C=C1)N1C(C(=CC2=CC=C(C(=C12)C(=O)N)C1(CCC1)C)C(=O)NC1=CSC=C1)=O)=O